(4-amino-1,3-dihydrofuro[3,4-c][1,7]naphthyridin-8-yl)-[(3S)-3-[4-(trifluoromethoxy)phenyl]morpholin-4-yl]methanone NC1=NC=2C=NC(=CC2C2=C1COC2)C(=O)N2[C@H](COCC2)C2=CC=C(C=C2)OC(F)(F)F